CC1=C(C(=C(C1([Si])C)C)C)C pentamethylcyclopentadienyl-silicon